OC1=C(C=NC(=C1C=1OC(=CC1)C(=C)C)C)C(=O)N 4-hydroxy-6-methyl-5-(5-prop-1-en-2-ylfuran-2-yl)pyridine-3-carboxamide